thieno[2,3-B]pyridine-2-carboxamide S1C(=CC=2C1=NC=CC2)C(=O)N